4-(2-azidopropan-2-yl)-6-chloro-N-(cis-3-(methylsulfonyl)cyclobutyl)-2,7-naphthyridin-1-amine N(=[N+]=[N-])C(C)(C)C1=CN=C(C2=CN=C(C=C12)Cl)N[C@@H]1C[C@@H](C1)S(=O)(=O)C